ethyl 4-(bromomethyl)thiazole-5-carboxylate BrCC=1N=CSC1C(=O)OCC